2-chloro-3-nitro-N-(tetrahydro-2H-pyran-4-yl)pyridin-4-amine ClC1=NC=CC(=C1[N+](=O)[O-])NC1CCOCC1